N-(1-isopropylpiperidin-4-yl)-4-(3-phenylisooxazolidin-2-yl)-5-(trifluoromethyl)pyrimidin-2-amine C(C)(C)N1CCC(CC1)NC1=NC=C(C(=N1)N1OCCC1C1=CC=CC=C1)C(F)(F)F